6-(5-azaspiro[2.4]heptan-5-ylmethyl)-2-cyclopropyl-N-(3-((1S,2S)-1,2-difluoro-1-(4-methyl-4H-1,2,4-triazol-3-yl)propan-2-yl)phenyl)pyrimidine-4-carboxamide C1CC12CN(CC2)CC2=CC(=NC(=N2)C2CC2)C(=O)NC2=CC(=CC=C2)[C@]([C@H](C2=NN=CN2C)F)(C)F